NC=1N=C(N=C(N1)N)CCC(CCCC1=NC(=NC(=N1)N)N)C1=NC(=NC(=N1)N)N 1,3,6-tris(3,5-diamino-2,4,6-triazinyl)hexane